C(CCCCC)NCC(=O)O N-n-Hexyl-glycine